4-methylpiperazin-1-ylpropanoyl 2-(2-azidoacetylamino)-2-deoxy-3,4-di-O-acetyl-6-O-(((S)-1-isopropoxy-carbonylethylamino) (phenoxy) phosphoryl)-D-mannopyranoside N(=[N+]=[N-])CC(=O)N[C@@H]1C(OC(CCN2CCN(CC2)C)=O)O[C@@H]([C@H]([C@@H]1OC(C)=O)OC(C)=O)COP(=O)(OC1=CC=CC=C1)N[C@@H](C)C(=O)OC(C)C